C(C)(C)(C)OC(=O)N1CCN(CC1)C1=CN=C2N1C=NC(=C2)C=2C=NN(C2)C 4-(7-(1-Methyl-1H-pyrazol-4-yl)imidazo[1,2-c]pyrimidin-3-yl)piperazine-1-carboxylic acid tert-butyl ester